O1COC2=C1C=CC(=C2)/C=C/C(=O)N(C2CSCC2)C2=NC=CC=C2 (E)-3-(1,3-benzodioxol-5-yl)-N-(2-pyridyl)-N-tetrahydrothiophen-3-ylprop-2-enamide